N1N=CC(=C1)C1=NC2=CC=C3C(=C2C2=C1CCC2)C=NN3 7-(1H-pyrazol-4-yl)-3,8,9,10-tetrahydrocyclopenta[c]pyrazolo[4,3-f]quinoline